N-(((3R)-5-chloro-8-hydroxy-3-methyl-1-oxo-7-isochromanyl)carbonyl)-3-phenyl-L-alanine ClC1=C2C[C@H](OC(C2=C(C(=C1)C(=O)N[C@@H](CC1=CC=CC=C1)C(=O)O)O)=O)C